pentaerythritol tetrakis(3-octadecyl thiopropionate) C(CCCCCCCCCCCCCCCCC)CCC(=S)OCC(COC(CCCCCCCCCCCCCCCCCCCC)=S)(COC(CCCCCCCCCCCCCCCCCCCC)=S)COC(CCCCCCCCCCCCCCCCCCCC)=S